1-(6,7-dihydro-5H-benzo[6,7]cyclohepta[1,2-c]pyridazin-3-yl)-N3-(3-fluoro-4-(3-(diethylamino)pyrrolidin-1-yl)phenyl)-1H-1,2,4-triazole-3,5-diamine N1=NC(=CC2=C1C1=C(CCC2)C=CC=C1)N1N=C(N=C1N)NC1=CC(=C(C=C1)N1CC(CC1)N(CC)CC)F